3-(1,3-dimethyl-1H-pyrazol-5-yl)-6-methoxy-5H-pyrido[4,3-b]Indole-8-amide CN1N=C(C=C1C1=CC=2NC=3C(=CC(=CC3C2C=N1)C(=O)N)OC)C